(R)-3-((6-(6-isopropoxyimidazo[1,2-a]pyrazin-3-yl)pyridin-2-yl)amino)piperidine-1-carboxylic acid tert-butyl ester C(C)(C)(C)OC(=O)N1C[C@@H](CCC1)NC1=NC(=CC=C1)C1=CN=C2N1C=C(N=C2)OC(C)C